ethyl (2S,3R,4S,5R)-3-(3,4-difluoro-2-methoxyphenyl)-4-methoxy-5-methyl-5-(trifluoromethyl)tetrahydrofuran-2-carboxylate FC=1C(=C(C=CC1F)[C@H]1[C@H](O[C@]([C@H]1OC)(C(F)(F)F)C)C(=O)OCC)OC